sorbitol tetracrotonate C(\C=C\C)(=O)O.C(\C=C\C)(=O)O.C(\C=C\C)(=O)O.C(\C=C\C)(=O)O.OC[C@H](O)[C@@H](O)[C@H](O)[C@H](O)CO